(6Ar)-9-methyl-6-methylidene-3-(4-methylpentyl)-6a,7,8,10a-tetrahydrobenzo[c]chromen-1-ol CC1=CC2[C@H](C(OC=3C=C(C=C(C23)O)CCCC(C)C)=C)CC1